Azidolysin N[C@@H](CCCCN=[N+]=[N-])C(=O)O